O(C1=CC=CC=C1)C1=C(C=CC=C1)C=1N=C(OC1)C1CN(CCC1)C(=O)OCC1=CC=CC=C1 benzyl 3-(4-(2-phenoxyphenyl) oxazol-2-yl)-piperidine-1-carboxylate